C1NCC12CC(C2)CC=2C=C1C(=NC2)NN=C1C(F)(F)F 5-(2-azaspiro[3.3]heptan-6-ylmethyl)-3-(trifluoromethyl)-1H-pyrazolo[3,4-b]pyridine